CC1=CC=C(C=C1)S(=O)(=O)OCC1CNC(O1)=O (2-oxooxazolidin-5-yl)methyl 4-methylbenzenesulfonate